ClC1=C(C=CC=C1C1=NN(C=C1)C)SC=1C=NC(=NC1)N1CCC2([C@@H]([C@@H](OC2)C)N)CC1 (3S,4S)-8-(5-((2-chloro-3-(1-methyl-1H-pyrazole-3-yl)phenyl)mercapto)pyrimidine-2-yl)-3-methyl-2-oxa-8-azaspiro[4.5]decane-4-amine